C(C=C)(=O)NC1=C(C=CC=C1)C1=NC=2C(=NC=CC2C2=CC(=C(CNC(=O)C3=NC(=NO3)C(C)(C)C)C=C2)Cl)N1 N-(4-(2-(2-Acrylamidophenyl)-3H-imidazo[4,5-b]pyridin-7-yl)-2-chlorobenzyl)-3-(tert-butyl)-1,2,4-oxadiazole-5-carboxamide